tert-butyl 4-(6-bromoquinazolin-4-yl)-3,6-dihydropyridine-1(2H)-carboxylate BrC=1C=C2C(=NC=NC2=CC1)C=1CCN(CC1)C(=O)OC(C)(C)C